7-[(1S,2S)-2-(6-chloroimidazo[1,2-b]pyridazin-8-yl)cyclopropyl]-4-(trifluoromethyl)quinoline ClC=1C=C(C=2N(N1)C=CN2)[C@@H]2[C@H](C2)C2=CC=C1C(=CC=NC1=C2)C(F)(F)F